ClCCC(=O)N1CC=2N(CC1)N=C(C2C2=C1C(=NC=C2)NC=C1C)C1=C(C=C(C=C1)C(F)(F)F)F 3-chloro-1-{2-[2-fluoro-4-(trifluoromethyl)phenyl]-3-(3-methyl-1H-pyrrolo[2,3-b]pyridin-4-yl)-6,7-dihydropyrazolo[1,5-a]pyrazin-5(4H)-yl}propan-1-one